FC1=CN=CC2=CC(=CC=C12)I 4-fluoro-7-iodoisoquinoline